1-(1-methyl-1H-imidazol-5-yl)ethan-1-amine-hydrochloride salt Cl.CN1C=NC=C1C(C)N